6-bromo-8-fluoro-7-isopropoxy-2-(1-methyl-2-oxabicyclo[2.2.1]heptan-4-yl)imidazo[1,2-a]pyridine BrC=1C(=C(C=2N(C1)C=C(N2)C21COC(CC2)(C1)C)F)OC(C)C